C(C1=CC=CC=C1)NC=1NC=CN1 N-benzyl-1H-imidazol-2-amine